COCC1NCCC(C1)(C)C 2-(methoxymethyl)-4,4-dimethyl-piperidine